C1(CC1)NC(C1=CC(=C(C=C1)C)C=1N=CN(C1)C1=CN=C2N1C=C(C=C2)S(=O)(=O)C(C)(C)C)=O N-cyclopropyl-4-methyl-3-{1-[6-(2-methyl-propane-2-sulfonyl)-imidazo[1,2-a]pyridin-3-yl]-1H-imidazol-4-yl}-benzamide